C(C)P(C=C)(CC)=O diethyl-(vinyl)phosphine oxide